biphenyl-boric acid B(O)(O)O.C1(=CC=CC=C1)C1=CC=CC=C1